COC(=O)C=1C(=C2C(=NC1)SC(=N2)C2=CC=CC=C2)Cl 7-chloro-2-phenylthiazolo[5,4-b]pyridine-6-carboxylic acid methyl ester